N-((5-(2,6-difluorophenyl)pyridin-2-yl)methyl)-1-methoxy-3,3-dimethylbutan-2-amine FC1=C(C(=CC=C1)F)C=1C=CC(=NC1)CNC(COC)C(C)(C)C